S-[(6-chloro-2-oxooxazolo[4,5-b]pyridin-3(2H)-yl)methyl] O,O-dimethyl thiophosphate P(=O)(SCN1C(OC=2C1=NC=C(C2)Cl)=O)(OC)OC